ClC=1C(=NC=CC1C1=NC(=C(C=C1)CNC[C@@H]1OCC1)OC)C=1C(=C(C=CC1)NC(C1=NC=C(C=C1)CNC[C@H]1OCC1)=O)C N-(3-(3'-chloro-6-methoxy-5-(((((R)-oxetan-2-yl)methyl)amino)methyl)-[2,4'-bipyridin]-2'-yl)-2-methylphenyl)-5-(((((S)-oxetan-2-yl)methyl)amino)methyl)picolinamide